(fluorenylmethoxycarbonyl-amino)-2,2-dimethyl-1,3-dioxane-5-carboxylic acid C1(=CC=CC=2C3=CC=CC=C3CC12)COC(=O)NC1OC(OCC1C(=O)O)(C)C